4-((5-(4-Fluorophenyl)-1-(3-(trifluoromethyl)benzyl)-1H-indol-7-amido)methyl)benzoic acid FC1=CC=C(C=C1)C=1C=C2C=CN(C2=C(C1)C(=O)NCC1=CC=C(C(=O)O)C=C1)CC1=CC(=CC=C1)C(F)(F)F